C(#N)[C@@H]1C=C[C@H]([C@@H](O1)C)CC(=O)[O-] (2S,3R,6S)-6-cyano-2-methyl-3,6-dihydro-2H-pyran-3-yl-acetate